(5-methoxypyrazolo[1,5-a]pyridin-3-yl)methanone COC1=CC=2N(C=C1)N=CC2C=O